CC=1SC(=C(N1)C(=O)OC)NC(=O)N methyl 2-methyl-5-ureido-thiazole-4-carboxylate